C(#N)C(C)CCCCCC(C)C#N 2,8-dicyanononane